C(C1=CC=CC=C1)OC=1C=CC2=C(C1)NC1=C2C2=C(C=3C4=CC=C(C=C4N(C13)CCN1CCCCC1)OCC1=CC=CC=C1)C(N(C2=O)CC2=C(C=C(C=C2)OC)OC)=O 2,10-bis(benzyloxy)-6-(2,4-dimethoxybenzyl)-12-(2-piperidinoethyl)-12,13-dihydro-5H-indolo[2,3-a]pyrrolo[3,4-c]carbazol-5,7(6H)-dione